NC1=C(C=2C(=NC=C(C2S1)Cl)C=1C2=C(C=3C=NC(=NC3C1F)N1C[C@H](CC1)N(C)C)COC2)C#N 2-Amino-7-chloro-4-(3-((S)-3-(dimethylamino)pyrrolidin-1-yl)-5-fluoro-7,9-dihydrofuro[3,4-f]quinazolin-6-yl)thieno[3,2-c]pyridine-3-carbonitrile